FC=1C=CC=C2C(CCNC12)=O 8-fluoro-2,3-dihydro-1H-quinolin-4-one